ClC1=C(C=CC(=C1)Cl)[C@@H](C)N1N=NC2=C1C=C(C=C2C(F)(F)F)C2(CNC2)C2CC(C2)(C(=O)OC)C Methyl (1R,3r)-3-((3r)-3-(1-(1-(2,4-dichlorophenyl) ethyl)-4-(trifluoromethyl)-1H-benzo[d][1,2,3]triazol-6-yl) azetidin-3-yl)-1-methylcyclobutane-1-carboxylate